C(C1=CC=CC=C1)N1C2=NC=NC(=C2N=C1C1=C(C=C(C=C1)O)Cl)OC1(CC1)C 4-(9-benzyl-6-(1-methylcyclopropoxy)-9H-purin-8-yl)-3-chlorophenol